12-Hydroxy-heneicosa-14,17-dienoic acid OC(CCCCCCCCCCC(=O)O)CC=CCC=CCCC